OC=1C=C(C=CC1OC)/C=C/C(=O)C1=CC=C(C=C1)C1=CC=CC=C1 (E)-3-(3-Hydroxy-4-methoxyphenyl)-1-(4-phenylphenyl)prop-2-en-1-one